COC(C1=CC=C2C3(CC(NC2=N1)C3)OCCN(C)C)OC 7-(dimethoxymethyl)-4-(2-(N,N-dimethylamino)ethoxy)-1,2,3,4-tetrahydro-2,4-methylene-1,8-naphthyridine